C(C)(C)(C)N1CCN(CC1)CCNC=1C=NC2=CC=C(N=C2C1)C=1C(=NNC1)C1=C(C=C(C(=C1)Cl)F)F N-[2-(4-tert-butylpiperazin-1-yl)ethyl]-6-[3-(5-chloro-2,4-difluoro-phenyl)-1H-pyrazol-4-yl]-1,5-naphthyridin-3-amine